OCC(CO)C(CCO)(C)O 2-Hydroxymethyl-3-hydroxy-3-methyl-1,5-pentandiol